ClC1=CC=C(C=C1)[C@@]1(N(C(C2=CC(=CC(=C12)F)C(=O)C=1C=NN(C1)C)=O)CC1=NC=C(C=N1)Cl)OCC1(CC1)C(=O)N (R)-1-(((1-(4-chlorophenyl)-2-((5-chloropyrimidin-2-yl)methyl)-7-fluoro-5-(1-methyl-1H-pyrazole-4-carbonyl)-3-oxoisoindolin-1-yl)oxy)methyl)cyclopropanecarboxamide